(R,2R)-N'-((1,2,3,5,6,7-hexahydro-s-indacen-4-yl)carbamoyl)-2-isopropyl-2,3-dihydropyrazolo[5,1-b]oxazole-7-sulfonimidamide C1CCC2=C(C=3CCCC3C=C12)NC(=O)N=[S@](=O)(N)C=1C=NN2C1O[C@@H](C2)C(C)C